5-fluoro-6-chloroquinoline FC1=C2C=CC=NC2=CC=C1Cl